The molecule is an N-(2,6-dimethylindan-1-yl)-6-(1-fluoroethyl)-1,3,5-triazine-2,4-diamine in which the indane moiety has 1R,2S configuration and the fluoroethyl substituent has R configuration. A cellulose biosynthesis inhibitor, it is the major active component of the herbicide indaziflam. It has a role as a herbicide and a cellulose synthesis inhibitor. C[C@H]1CC2=C([C@@H]1NC3=NC(=NC(=N3)N)[C@@H](C)F)C=C(C=C2)C